4-(4-((1-(4-((S)-2-(3-Chloro-4-cyanophenyl)-3-methyl-2,8-diazaspiro[4.5]decan-8-yl)benzoyl)piperidin-4-yl)methyl)piperazin-1-yl)-N-((R)-2,6-dioxopiperidin-3-yl)benzamide ClC=1C=C(C=CC1C#N)N1CC2(C[C@@H]1C)CCN(CC2)C2=CC=C(C(=O)N1CCC(CC1)CN1CCN(CC1)C1=CC=C(C(=O)N[C@H]3C(NC(CC3)=O)=O)C=C1)C=C2